O-methyl-hydroxylamine-HCl Cl.CON